FCC1=CC=C(C=C1)C1=CC=C(C=C1)CF 4,4'-bis(fluoromethyl)-1,1'-biphenyl